C(CC)S(=O)(OCCC)=S PROPYL PROPANETHIOSULFONATE